C(C)(C)(C)OC(N(C(C)C)C1=NC=C(C=C1)N)=O.C1(=CC=CC=C1)C(=O)N1N=CC[C@H]1C1=CC=CC=C1 (S)-phenyl-(5-phenyl-4,5-dihydro-1H-pyrazol-1-yl)methanone tert-butyl-(5-aminopyridin-2-yl)(isopropyl)carbamate